6-METHYLPYRIMIDIN-4(1H)-IMINE CC1=CC(N=CN1)=N